Cl.Cl.CN1N=CC(=C1)C=1C=CC=2N(N1)N=CC2N2CCNCC2 6-(1-methyl-1H-pyrazol-4-yl)-3-piperazin-1-ylpyrazolo[1,5-b]pyridazine dihydrochloride